2-(1-(3,4-dimethylphenyl)ethyl)-10H-phenothiazine CC=1C=C(C=CC1C)C(C)C1=CC=2NC3=CC=CC=C3SC2C=C1